N-(2,6-dimethylpyrimidin-4-yl)-5-[5-[[(2S)-morpholin-2-yl]methoxy]-2-(2,2,2-trifluoroethoxy)-4-pyridyl]pyrazolo[1,5-a]pyridin-2-amine CC1=NC(=CC(=N1)NC1=NN2C(C=C(C=C2)C2=CC(=NC=C2OC[C@@H]2CNCCO2)OCC(F)(F)F)=C1)C